3-(Difluoromethyl)-2-[2-[[(3R)-1-methyl-3-piperidyl]amino]oxazolo[4,5-b]pyridin-5-yl]-5-(trifluoromethyl)phenol FC(C=1C(=C(C=C(C1)C(F)(F)F)O)C1=CC=C2C(=N1)N=C(O2)N[C@H]2CN(CCC2)C)F